5-iodo[dideoxy-uridine] IC=1C(NC(N([C@H]2CC[C@@H](CO)O2)C1)=O)=O